2-[6-[[6-(trifluoromethyl)-3-pyridyl]methyl]-2-azaspiro[3.3]heptane-2-carbonyl]-7-oxa-2,5-diazaspiro[3.4]octan-6-one FC(C1=CC=C(C=N1)CC1CC2(CN(C2)C(=O)N2CC3(C2)NC(OC3)=O)C1)(F)F